C(C)(=O)OCNC(C)=O Acetamidomethyl Acetate